7-(1-methyl-1H-pyrazol-4-yl)-5-(5-(4-(2-(pyridin-2-yl)acetyl)piperazin-1-yl)pyrazin-2-yl)imidazo[1,2-a]pyridine-3-carbonitrile CN1N=CC(=C1)C1=CC=2N(C(=C1)C1=NC=C(N=C1)N1CCN(CC1)C(CC1=NC=CC=C1)=O)C(=CN2)C#N